N1C(CNCC1)CC#N piperazine-2-Acetonitrile